FC1=CC=C(CN2CCC3(CN(C([C@@H](O3)C)=O)C(C)C)CC2)C=C1 (S)-9-(4-Fluorobenzyl)-4-isopropyl-2-methyl-1-oxa-4,9-diazaspiro[5.5]undecan-3-on